3-(2-methoxyphenyl)-1-phenylprop-2-yn-1-one COC1=C(C=CC=C1)C#CC(=O)C1=CC=CC=C1